OCC(C(=O)O)(C1=NC=C(C=N1)C)C 3-hydroxy-2-methyl-2-(5-methylpyrimidin-2-yl)propanoic acid